BrC1=CC=C2C(=N1)N=C(O2)[C@@H]2CCC(NC2)=O |r| (rac)-5-(5-Bromooxazolo[4,5-b]pyridin-2-yl)piperidin-2-one